BrC=1C(=CC=2C(C(C3=CC(=C(C=C3C2C1)Br)I)=O)=O)I 3,6-dibromo-2,7-diiodophenanthrene-9,10-dione